N1-((1-(Cyclopropylmethyl)piperidin-4-yl)methyl)-N3-(2-(4-methoxyphenyl)quinolin-4-yl)-N1-methyl-propane-1,3-diamine C1(CC1)CN1CCC(CC1)CN(CCCNC1=CC(=NC2=CC=CC=C12)C1=CC=C(C=C1)OC)C